Methyl (1r,4r)-4-((3,5-Difluoro-4-formylphenoxy)methyl)cyclohexane-1-carboxylate FC=1C=C(OCC2CCC(CC2)C(=O)OC)C=C(C1C=O)F